N-benzyl-3-pyrrolidone C(C1=CC=CC=C1)N1CC(CC1)=O